1-(3,5-dichlorophenyl)-2-((1-methyl-3-(trifluoromethyl)-1H-pyrazol-5-yl)oxy)ethan-1-one-O-ethyloxime C(C)ON=C(COC1=CC(=NN1C)C(F)(F)F)C1=CC(=CC(=C1)Cl)Cl